O1CCN(CC1)C=1C2=C(N=CN1)N(C(=C2)C2=CC=C(N[C@H](C(F)(F)F)C1CCNCC1)C=C2)COCC[Si](C)(C)C (S)-4-(4-morpholino-7-((2-(trimethylsilyl)ethoxy)methyl)-7H-pyrrolo[2,3-d]pyrimidin-6-yl)-N-(2,2,2-trifluoro-1-(piperidin-4-yl)ethyl)aniline